N1=C(C=CC=C1)C1=NC=CC=C1C1=NC=CC=C1.[Ru] ruthenium terpyridine